[1-[1-[3-[[(4S)-chroman-4-yl]carbamoyl]phenyl]butyl]-4,4-diethyl-6-oxo-hexahydropyrimidin-2-ylidene]ammonium O1CC[C@@H](C2=CC=CC=C12)NC(=O)C=1C=C(C=CC1)C(CCC)N1C(NC(CC1=O)(CC)CC)=[NH2+]